[Si](C1=CC=CC=C1)(C1=CC=CC=C1)(C(C)(C)C)OCC[C@H](CCC)NC=1C2=C(N=C(N1)NC(OC)=O)C=NN2CC=2C=NC(=CC2OC)Cl methyl (S)-(7-((1-((tert-butyldiphenylsilyl)oxy)hexan-3-yl)amino)-1-((6-chloro-4-methoxypyridin-3-yl)methyl)-1H-pyrazolo[4,3-d]pyrimidin-5-yl)carbamate